C(C)OS(=O)(=O)C1=NC=CN1C ethyl-3-methylimidazolesulfonate